diketo-pyrrolo-Pyrrole O=C1C(N=C2C=CN=C21)=O